7-(8-methoxy-2-methyl-imidazo[1,2-b]pyridazin-6-yl)-2-piperazin-1-yl-thiazolo[3,2-a]pyrimidin-5-one COC=1C=2N(N=C(C1)C=1N=C3N(C(C1)=O)C=C(S3)N3CCNCC3)C=C(N2)C